HEXENYL-3-CIS-ISOBUTYRATE ((Z)-hex-3-en-1-yl 2-methylpropionate) C(C\C=C/CC)C(C(=O)O)(C)C.C(=CCCCC)OC(C(C)C)=O